C(#N)C1=C(C=CC(=C1)C(F)(F)F)N1CCC(CC1)(C(=O)N[C@@H]1CN(CC1)C)C=1C=NC(=CC1)C=1N(C=CC1)C1CC1 1-[2-cyano-4-(trifluoromethyl)phenyl]-4-[6-(1-cyclopropyl-1H-pyrrol-2-yl)pyridin-3-yl]-N-[(3S)-1-methylpyrrolidin-3-yl]piperidine-4-carboxamide